(E)-5-bromo-2-hydroxybenzaldehyde oxime BrC=1C=CC(=C(/C=N/O)C1)O